NC=1C=C2CCCN(C2=CC1)C(C)=O 1-(6-amino-3,4-dihydroquinolin-1(2H)-yl)ethanone